O1C(CCCC1)OCCCOCCOCCOCCO 2-(2-(2-(3-((Tetrahydro-2H-pyran-2-yl)oxy)propoxy)ethoxy)ethoxy)ethan-1-ol